The molecule is a member of the class xanthones which consists of a dihydroxanthone skeleton substituted by hydroxy groups at positions 4 and 8, a hydroxymethyl group at position 6 and a methoxycarbonyl group at position 4a (the 4R,4aS stereoisomer). It is isolated from Penicillium and exhibits potent antitumour activity against both human and murine tumour cell lines. It has a role as an antimicrobial agent, an antineoplastic agent and a Penicillium metabolite. It is a member of phenols, a member of benzyl alcohols, a member of xanthones and a methyl ester. COC(=O)[C@@]12[C@@H](C=CC=C1C(=O)C3=C(C=C(C=C3O2)CO)O)O